BrC1=CC(=NC(=C1F)C)CO (4-bromo-5-fluoro-6-methylpyridin-2-yl)methanol